COC1=CC=C(C=C1)COC[C@@H](CC=1C2(C3=CC=CC=C3C1)CCC1(CC2)OCCO1)C 2''-{(2R)-3-[(4-methoxyphenyl)methoxy]-2-methylpropyl}dispiro[[1,3]dioxolane-2,1'-cyclohexane-4',1''-indene]